N-[(3R)-7-[5-[1-(tert-butoxycarbonylamino)cyclohexyl]-1,3,4-oxadiazol-2-yl]-4-oxo-3,5-dihydro-2H-1,5-benzothiazepine-3-Yl]carbamic acid tert-butyl ester C(C)(C)(C)OC(N[C@H]1CSC2=C(NC1=O)C=C(C=C2)C=2OC(=NN2)C2(CCCCC2)NC(=O)OC(C)(C)C)=O